OC1CCC(CC1)N(CCCCCCC(C(=O)N(CCCCCCCCCC)CCCCCCCCCC)F)CCCCCCC(C(=O)N(CCCCCCCCCC)CCCCCCCCCC)F 8,8'-(((1R,4R)-4-hydroxycyclohex-yl)azanediyl)bis-(N,N-didecyl-2-fluorooctanamide)